4-[(2R)-3-(3,4-dihydro-1H-isoquinolin-2-yl)-2-hydroxy-propyl]-8-[(8-ethyl-8-azabicyclo[3.2.1]octan-3-yl)oxy]-1-methyl-2,3-dihydro-1,4-benzodiazepin-5-one C1N(CCC2=CC=CC=C12)C[C@H](CN1CCN(C2=C(C1=O)C=CC(=C2)OC2CC1CCC(C2)N1CC)C)O